perfluoro allyl ether C(C=C)OF